1,4,7-triazacyclononan-1,4,7-triacetic acid N1(CCN(CCN(CC1)CC(=O)O)CC(=O)O)CC(=O)O